N-(1-(3-(2-(6-Amino-2-azaspiro[3.3]heptan-2-yl)ethyl)phenyl)-2-oxo-1,2-dihydropyrimidin-4-yl)-4-(2-amino-2-methylpropanoyl)piperazine-1-carboxamide Hydrochloride Salt Cl.NC1CC2(CN(C2)CCC=2C=C(C=CC2)N2C(N=C(C=C2)NC(=O)N2CCN(CC2)C(C(C)(C)N)=O)=O)C1